2-Bromo-6-(2-carboxypropan-2-yl)benzoic acid BrC1=C(C(=O)O)C(=CC=C1)C(C)(C)C(=O)O